F[C@H]1[C@@H]2COC[C@H](C[C@H]1N(C=1N=CC(=NC1)C1=C(C=C(C=C1)C1=CC(=NC=C1)OC)O)C)N2 2-(5-(((1S,5S,6S,7R)-6-fluoro-3-oxa-9-azabicyclo[3.3.1]nonan-7-yl)(methyl)amino)pyrazin-2-yl)-5-(2-methoxypyridin-4-yl)phenol